4-(4-bromo-2,6-difluorophenyl)-3-methyl-1-(1-((2-(trimethylsilyl)ethoxy)methyl)-1H-benzo[d]imidazol-5-yl)azetidin-2-one BrC1=CC(=C(C(=C1)F)C1C(C(N1C1=CC2=C(N(C=N2)COCC[Si](C)(C)C)C=C1)=O)C)F